6-Hydroxy-3-coumaranone OC1=CC=C2C(COC2=C1)=O